methyl 2-(1-((5-(2-(2-aminopyridin-3-yl)-5-phenyl-3H-imidazo[4,5-b]pyridin-3-yl)pyridin-2-yl)methyl)piperidin-4-yl)-2-methylpropanoate NC1=NC=CC=C1C1=NC=2C(=NC(=CC2)C2=CC=CC=C2)N1C=1C=CC(=NC1)CN1CCC(CC1)C(C(=O)OC)(C)C